lead tin telluride sulfur [S].[Sn]=[Te].[Pb]